CN(C(OC(C)(C)C)=O)CC=O tertbutyl N-methyl-N-(2-oxoethyl)carbamate